4-Amino-5-chloro-2-methoxybenzoic acid 2-(1-piperidinyl)ethyl ester hydrochloride Cl.N1(CCCCC1)CCOC(C1=C(C=C(C(=C1)Cl)N)OC)=O